BrCCCOC1=CC=C(C=C1)C1CCN(CC1)C1=CC(=C(C#N)C=C1)C(F)(F)F 4-(4-(4-(3-bromopropoxy)phenyl)-piperidin-1-yl)-2-(trifluoromethyl)benzonitrile